COC(=O)C1=CC2=C(N=C(N2C[C@H]2OCC2)CCl)C(=C1)F 2-(chloromethyl)-7-fluoro-3-[(2S)-oxetan-2-ylmethyl]-1,3-benzodiazole-5-carboxylic acid methyl ester